Ethyl 2-(bromomethyl)-6-fluoro-quinoline-4-carboxylate BrCC1=NC2=CC=C(C=C2C(=C1)C(=O)OCC)F